S(=O)(=O)(OC1=C(C(=C(C(=C1F)F)F)F)F)OC1=C(C(=C(C(=C1F)F)F)F)F dipentafluorophenyl sulfate